4-bromo-5-methoxy-2-nitroaniline BrC1=CC(=C(N)C=C1OC)[N+](=O)[O-]